C(C)C1(OCCC(C1)C(C(=O)O)C(=O)O)CC.O1CC(C1)NC1CC(C1)C1=CC=C(C=C1)C1=CC=C(C=C1)C#CCN1C(=NC=C1)[C@H](C)O (S)-1-(1-(3-(4'-(3-(oxetan-3-ylamino)cyclobutyl)-[1,1'-biphenyl]-4-yl)prop-2-yn-1-yl)-1H-imidazol-2-yl)ethan-1-ol diethyl-2-(tetrahydro-2H-pyran-4-yl)malonate